O=C1N(C(CC1)=O)OC(CCNC(CNC(CNC(CNC(CCCN1C(C=CC1=O)=O)=O)=O)=O)=O)=O 17-(2,5-dioxo-2,5-dihydro-1H-pyrrol-1-yl)-5,8,11,14-tetraoxo-4,7,10,13-tetraazaheptadecane-1-oic acid 2,5-dioxopyrrolidin-1-yl ester